2-(4-butyl-1-(2,4-difluorophenyl)-3-(4-fluorophenyl)-5-methyl-4,5-dihydro-1H-pyrazole-5-carboxamido)acetic acid C(CCC)C1C(=NN(C1(C(=O)NCC(=O)O)C)C1=C(C=C(C=C1)F)F)C1=CC=C(C=C1)F